benzyloxycarbonylbenzoic acid C(C1=CC=CC=C1)OC(=O)C1=C(C(=O)O)C=CC=C1